C(C)C(CN([C@@H](C)C(=O)[O-])P(=O)(OC1=CC=CC=C1)OC[C@H]1O[C@@]([C@@H]([C@@H]1O)O)(C#N)C1=CC=C2C(=NC=NN21)NC(CCC)=O)CC 2-ethylbutyl((((2R,3S,4R,5R)-5-(4-butyramidopyrrolo[2,1-f][1,2,4]triazin-7-yl)-5-cyano-3,4-dihydroxytetrahydrofuran-2-yl)methoxy)(phenoxy)phosphoryl)-L-alaninate